(5R,9S)-9-fluoro-2-((S)-1-(4-fluorophenyl)-3,4-dihydroisoquinolin-2(1H)-yl)-1-oxa-3,7-diazaspiro[4.4]non-2-ene F[C@H]1CNC[C@@]12CN=C(O2)N2[C@H](C1=CC=CC=C1CC2)C2=CC=C(C=C2)F